1-(3-fluoro-2-methylbenzyl)-3-(6-methoxy-5-(1H-pyrazol-4-yl)pyridin-2-yl)-8-(oxetan-3-yl)-1,3,8-triazaspiro[4.5]decan-2-one FC=1C(=C(CN2C(N(CC23CCN(CC3)C3COC3)C3=NC(=C(C=C3)C=3C=NNC3)OC)=O)C=CC1)C